N-(4-((dimethylamino)methyl)-3-(trifluoromethyl)phenyl)-1-((3-methyl-1H-pyrazolo[3,4-b]pyridin-5-yl)methyl)indoline-6-carboxamide CN(C)CC1=C(C=C(C=C1)NC(=O)C1=CC=C2CCN(C2=C1)CC=1C=C2C(=NC1)NN=C2C)C(F)(F)F